Cl.CN[C@H]1C[C@H](C1)NC(OCC1=CC=CC=C1)=O benzyl [cis-3-(methylamino)cyclobutyl]carbamate hydrochloride